(S)-N-(3,5-difluoro-4-((6-((1-hydroxypropan-2-yl)oxy)-7-methoxyquinolin-4-yl)oxy)phenyl)-3-methoxyisonicotinamide FC=1C=C(C=C(C1OC1=CC=NC2=CC(=C(C=C12)O[C@H](CO)C)OC)F)NC(C1=C(C=NC=C1)OC)=O